C(C)(C)(C)OC(NCCC1=CC=C(C=C1)NC(=O)C1=CN=C(S1)Br)=O (2-{4-[(2-bromo-thiazole-5-carbonyl)-amino]-phenyl}-ethyl)-carbamic acid tert-butyl ester